CN(CCCN(C(=O)[C@H]1CN([C@@H]2CC3=CNC4=CC=CC([C@H]2C1)=C34)CC=C)C(=O)NCC)C (8β)-N-(3-(dimethylamino)propyl)-N-((ethylamino)carbonyl)-6-(2-propenyl)ergoline-8-carboxamide